(2S)-2-(tert-butoxycarbonylamino)-3-[methyl(2,2,2-trifluoroethyl)amino]propanoic acid C(C)(C)(C)OC(=O)N[C@H](C(=O)O)CN(CC(F)(F)F)C